BrC=1SC=C(N1)C(=O)NC=1C(=NN(C1)[C@@H]1CC[C@H](CC1)OCC)C1=NC(=CC=C1F)F 2-bromo-N-(3-(3,6-difluoropyridin-2-yl)-1-(trans-4-ethoxycyclohexyl)-1H-pyrazol-4-yl)thiazole-4-carboxamide